B(OC1=C(C(=C(C(=C1F)F)F)F)F)([O-])[O-] (pentafluorophenyl) borate